CC1(OC[C@@H](O1)CON)C (R)-O-((2,2-dimethyl-1,3-dioxolan-4-yl)methyl)hydroxylamine